N(C1=CC=CC=C1)C1=C(C=NC2=CC(=C(C=C12)C1=CC(=C(C(=O)O)C=C1)F)F)C(NC1CC1)=O 4-[4-anilino-3-(cyclopropylcarbamoyl)-7-fluoro-6-quinolyl]-2-fluoro-benzoic acid